4-((4-(2-azidopropan-2-yl)-6-chloro-2,7-naphthyridin-1-yl)oxy)butanoic acid tert-butyl ester C(C)(C)(C)OC(CCCOC1=NC=C(C2=CC(=NC=C12)Cl)C(C)(C)N=[N+]=[N-])=O